[O-]P([O-])(=O)OP(=O)([O-])OP(=O)(O)O.[Na+].[Na+].[Na+] trisodium triphosphate